6-((1H-indol-4-yl)methyl)-N4-(trans-3-hydroxycyclobutyl)-N2-methylpyridine-2,4-dicarboxamide N1C=CC2=C(C=CC=C12)CC1=CC(=CC(=N1)C(=O)NC)C(=O)N[C@@H]1C[C@H](C1)O